2-hexyldecyl 6-((1-((3-(1H-imidazol-1-yl)propyl)amino)-4-((3-((6-methylheptyl)oxy)-3-oxopropyl)thio)-1-oxobutan-2-yl)amino)-6-oxohexanoate N1(C=NC=C1)CCCNC(C(CCSCCC(=O)OCCCCCC(C)C)NC(CCCCC(=O)OCC(CCCCCCCC)CCCCCC)=O)=O